(3R,4S,5R,6R)-2-hydroxy-6-methyltetrahydro-2H-pyran-3,4,5-triacetic acid OC1O[C@@H]([C@@H]([C@@H]([C@H]1CC(=O)O)CC(=O)O)CC(=O)O)C